FC=1C=C2C(C[C@H]([C@@H](C2=CC1F)NC(NC=1C=C(C(=NC1C1=CC=CC=C1)C(=O)N)C)=O)O)(C)C |r| rac-5-(3-((1R,2R)-6,7-difluoro-2-hydroxy-4,4-dimethyl-1,2,3,4-tetrahydronaphthalen-1-yl)ureido)-3-methyl-6-phenylpyridinecarboxamide